N-(2-hydroxy-3-(4-((2-isopropoxyethoxy)-methyl)phenoxy)propyl)-N-isopropylformamide OC(CN(C=O)C(C)C)COC1=CC=C(C=C1)COCCOC(C)C